NC1(CC1)C#CC(=O)N1CC=2N(CC1)N=C(C2C2=CC=NC=C2)C2=CC=C(C=C2)F 3-(1-aminocyclopropyl)-1-[2-(4-fluorophenyl)-3-(pyridin-4-yl)-6,7-dihydropyrazolo[1,5-a]pyrazin-5(4H)-yl]prop-2-yn-1-one